FC(C1=C(C=CC=C1)C=1SCC(N1)C(=O)O)(F)F 2-(2-trifluoromethylphenyl)-4,5-dihydrothiazole-4-carboxylic acid